COC([C@]1(N(CCC1)C(C(C)C)=O)CC1=CC=CC=C1)=O (R)-1-isobutyryl-2-benzyl-proline methyl ester